5-(2,5-dioxotetrahydro-3-furanyl)-3-methyl-Cyclohexene-1,2-dicarboxylic anhydride O=C1OC(CC1C1CC(C2=C(C1)C(=O)OC2=O)C)=O